(3R,4R)-4-(((3-isopropyl-7-((quinolin-2-ylmethyl)amino)pyrazolo[1,5-a]pyrimidin-5-yl)amino)methyl)piperidin-3-ol C(C)(C)C=1C=NN2C1N=C(C=C2NCC2=NC1=CC=CC=C1C=C2)NC[C@@H]2[C@H](CNCC2)O